N1C=C(C2=CC=CC=C12)CC1=NN=C(N1CC1=CC=C(C(=O)NO)C=C1)C=1SC=CC1 4-((3-((1H-indol-3-yl)methyl)-5-(thiophen-2-yl)-4H-1,2,4-triazol-4-yl)methyl)-N-hydroxybenzoamide